ClC1=C(C(=C(C(=C1)F)F)[N+](=O)[O-])OC 1-chloro-4,5-difluoro-2-methoxy-3-nitro-benzene